C(C)(C)(C)OC(CC(=O)C=1C(=C(SC1Cl)Cl)C(=O)OC)=O methyl 4-(3-(tert-butoxy)-3-oxopropanoyl)-2,5-dichlorothiophene-3-carboxylate